O1COC=C1 1,3-Dioxolen